sebacic acid isophthalate C(C1=CC(C(=O)O)=CC=C1)(=O)O.C(CCCCCCCCC(=O)O)(=O)O